(3-(3-fluoro-4-((2-methyl-1H-imidazol-1-yl)methyl)phenyl)-5-isobutylthiophene-2-yl)sulfonylcarbamic acid ethyl ester C(C)OC(NS(=O)(=O)C=1SC(=CC1C1=CC(=C(C=C1)CN1C(=NC=C1)C)F)CC(C)C)=O